methyl-5-[4-(1-methyl-1H-pyrazol-4-yl)piperidine-1-carbonyl]-N-(1-methylcyclopropyl)furo[2,3-d]pyrimidin-4-amine CC=1N=C(C2=C(N1)OC=C2C(=O)N2CCC(CC2)C=2C=NN(C2)C)NC2(CC2)C